CN(CCN(C1=C(C=C(C(=C1)OC)NC1=NC=CC(=N1)N1CC(C2=NC=C(C=C21)C2=C(C=CC=C2)F)(C)C)NC(C=C)=O)C)C N-(2-((2-(dimethylamino)ethyl)(methyl)amino)-5-((4-(6-(2-fluoro-phenyl)-3,3-dimethyl-2,3-dihydro-1H-pyrrolo[3,2-b]pyridin-1-yl)pyrimidin-2-yl)amino)-4-methoxy-phenyl)acrylamide